N-(2-chloro-6-iodo-benzoyl)indole ClC1=C(C(=O)N2C=CC3=CC=CC=C23)C(=CC=C1)I